CC1=C(OC=C1)C=O 3-methylfuran-2-carbaldehyde